(2-(N-(4-chloro-5-methylisoOxazol-3-yl)-N-((2-(trimethylsilyl)ethoxy)methyl)sulfamoyl)phenyl)boronic acid ClC=1C(=NOC1C)N(S(=O)(=O)C1=C(C=CC=C1)B(O)O)COCC[Si](C)(C)C